FC1=C(C=CC=C1C(F)(F)F)[C@@H](C)N (R)-1-(2-fluoro-3-(trifluoromethyl)phenyl)ethane-1-amine